C(C1=CC=CC=C1)OC=1C=C(C=C(C1OCC1=CC=CC=C1)OC)/C=C/C(=O)C1=C(C=C(C=C1O)OCC1=CC=CC=C1)OCC1=CC=CC=C1 (E)-3-(3,4-bis(benzyloxy)-5-methoxyphenyl)-1-(2,4-bis(benzyloxy)-6-hydroxyphenyl)prop-2-en-1-one